[Pb].[Sn].[Pb] lead tin-lead